tert-butyl 2-(methylthio)-5-oxo-7,8-dihydropyrido[4,3-d]pyrimidine-6(5H)-carboxylate CSC=1N=CC2=C(N1)CCN(C2=O)C(=O)OC(C)(C)C